ClC=1C=C2C3=C(N(C2=CC1)CC1CC1)C=NC=C3 6-chloro-9-cyclopropylmethyl-9H-pyrido[3,4-b]indole